C[C@@H]1CNC[C@H]1COC1=CC=C(C=C1)S(=O)(=O)C (3S,4S)-3-methyl-4-((4-(methylsulfonyl)phenoxy)methyl)pyrrolidine